2-(piperazin-1-yl)oxazole-4-carboxamide N1(CCNCC1)C=1OC=C(N1)C(=O)N